FC(C1=C(OC2=C(C=CC=C2)OC2=C(C=C(C=C2)N)C(F)(F)F)C=CC(=C1)N)(F)F bis(2'-trifluoromethyl-4'-aminophenoxy)benzene